C1=CC=C2C=CC=C3C2=C1C1=NC2=C(C=CC(=C2N=C13)C1=CC=C(O1)C=O)C1=CC=C(O1)C=O 5,5'-(acenaphtho[1,2-b]quinoxaline-8,11-diyl)difuran-2-formaldehyde